FC1=CC=C(S1)S(=O)(=O)N([C@H](C(F)(F)F)C1=CC=C(C=C1)F)C (S)-5-fluoro-N-methyl-N-(2,2,2-trifluoro-1-(4-fluorophenyl)ethyl)thiophene-2-sulfonamide